(E)-1-(3-(4-((4-([1,2,4]triazolo[1,5-a]pyridin-7-yloxy)-3-methylphenyl)amino)pyrrolo[2,1-f][1,2,4]triazin-5-yl)azetidin-1-yl)-3-(pyrrolidin-2-yl)prop-2-en-1-one N=1C=NN2C1C=C(C=C2)OC2=C(C=C(C=C2)NC2=NC=NN1C2=C(C=C1)C1CN(C1)C(\C=C\C1NCCC1)=O)C